OC1CCC(CC1)NC(OC(C)(C)C)=O tert-butyl [(1R,4R)-4-hydroxycyclohexyl]carbamate